FC=1C=C2C=C(C(=NC2=CC1)N1C(C2=CC=CC=C2C1=O)=O)O 2-(6-fluoro-3-hydroxyquinolin-2-yl)-1H-isoindole-1,3(2H)-dione